5-bromo-N-(3-chloro-5-methanesulfonamidophenyl)-4-phenylthiophene-2-carboxamide BrC1=C(C=C(S1)C(=O)NC1=CC(=CC(=C1)NS(=O)(=O)C)Cl)C1=CC=CC=C1